N-(4-isobutoxybenzyl)-1H-imidazole-carboxamide C(C(C)C)OC1=CC=C(CNC(=O)C=2NC=CN2)C=C1